tert-Butyl 1-(hydroxymethyl)cyclopropane-1-carboxylate OCC1(CC1)C(=O)OC(C)(C)C